CCCCCCCCCCCCCCC(=O)OC[C@H](COP(=O)(O)OC[C@H](CO)O)OC(=O)CCCCCCCCC/C=C\CCCCCCCCCC 1-pentadecanoyl-2-(11Z-docosenoyl)-glycero-3-phospho-(1'-sn-glycerol)